methanol magnesium methoxide C[O-].[Mg+2].CO.C[O-]